(2-(4-chlorophenyl)-1,3-dithian-2-yl)(phenyl)methanol ClC1=CC=C(C=C1)C1(SCCCS1)C(O)C1=CC=CC=C1